(1-(3-(trifluoromethyl)phenyl)-1H-pyrazol-4-yl)boronic acid FC(C=1C=C(C=CC1)N1N=CC(=C1)B(O)O)(F)F